4-vinylisoindolin C(=C)C1=C2CNCC2=CC=C1